(2,2-dimethylpropyl)-N-(piperidin-4-yl)acetamide trifluoroacetate FC(C(=O)O)(F)F.CC(CCC(=O)NC1CCNCC1)(C)C